FC1=CC=C(C=N1)C=1C(=NC=CC1)N1CCC(CC1)C1=NN(C(=N1)N)C 3-(1-(6'-fluoro-[3,3'-bipyridin]-2-yl)piperidin-4-yl)-1-methyl-1H-1,2,4-triazol-5-amine